NC1=NN(C(=C1)C=1C=C2CN(C(C2=C(C1)CC)=O)[C@@H](C)C1CC1)C (S)-5-(3-amino-1-methyl-1H-pyrazol-5-yl)-2-(1-cyclopropylethyl)-7-ethylisoindol-1-one